ClC=1C=C(C=CC1)S(=O)(=O)N(C)[C@H]1COCC=2NC(C=3C=C(C(=CC3C21)F)F)=O (R)-3-Chloro-N-(8,9-difluoro-6-oxo-1,4,5,6-tetrahydro-2H-pyrano[3,4-c]isoquinolin-1-yl)-N-methylbenzenesulfonamide